IC=1C(=NN(C1CNC)C)OCC#N 2-((4-iodo-1-methyl-5-((methylamino)methyl)-1H-pyrazol-3-yl)oxy)acetonitrile